FC(C)(C)[Si](OCC)(OCC)OCC 1-fluoro-1-methylethyltriethoxysilane